FC=1C=C(C=C(C1CCN1N=NC(=C1)C1=CC=C(C=C1)CN1CC(C1)C(F)(F)F)F)C=1OC(=NN1)C(F)F 3,5-difluoro-4-((4-(4-((3-(trifluoromethyl)azetidin-1-yl)methyl)phenyl)-1H-1,2,3-triazol-1-yl)ethyl)phenyl-5-(difluoromethyl)-1,3,4-oxadiazole